ClC=1C=C2C(=CN=C(C2=CN1)OCC(F)F)C(C)(O)C1CC1 1-(6-Chloro-1-(2,2-difluoroethoxy)-2,7-naphthyridin-4-yl)-1-cyclopropylethan-1-ol